3-cyano-5-((5-(3,4-difluorophenyl)pyridin-3-yl)oxy)-N-(1-(methylsulfonyl)piperidin-4-yl)picolinamide C(#N)C=1C(=NC=C(C1)OC=1C=NC=C(C1)C1=CC(=C(C=C1)F)F)C(=O)NC1CCN(CC1)S(=O)(=O)C